C1(=CC=CC=C1)C(C[Al](CC(CC)C1=CC=CC=C1)CC(CC)C1=CC=CC=C1)CC tris(2-phenyl-butyl)aluminum